[1-((2S)-2,3-dihydroxypropyl)pyrazol-4-yl]carboxamide O[C@@H](CN1N=CC(=C1)C(=O)N)CO